(5Z)-5-[(4-Fluoro-2-hydroxyphenyl)methylene]-2-(tetrahydro-1-(2H)-pyridazinyl)-4(5H)-thiazolone FC1=CC(=C(C=C1)\C=C/1\C(N=C(S1)N1NCCCC1)=O)O